bis(1,2,2,2-tetrafluoroethyl) ether FC(C(F)(F)F)OC(C(F)(F)F)F